{7-Cyclopropyl-6-[(1-naphthyl)methyl]-4-oxo-1-thia-3a-aza-3-indanyl}(2-isonicotinoylhydrazino)-formaldehyde C1(CC1)C=1C(=CC(N2C(CSC12)C(=O)NNC(C1=CC=NC=C1)=O)=O)CC1=CC=CC2=CC=CC=C12